C1(=CC=CC=C1)COC1=CC=C(OC2CC(C2)C2=NN=C(N2C2CC3CCC(C2)N3C(=O)OC(C)(C)C)C)C=C1 tert-Butyl 3-(3-{(1S,3S)-3-[4-(phenylmethoxy)phenoxy]cyclobutyl}-5-methyl-1,2,4-triazol-4-yl)-8-azabicyclo[3.2.1]octane-8-carboxylate